ClC=1C=CC2=C(C(C[C@@H](O2)C(=O)NC23CC(C2)(C3)N3N=CC(=C3)C(=O)N3CCC(CC3)OC(F)(F)F)=O)C1 (2R)-6-chloro-4-oxo-N-(3-{4-[4-(trifluoromethoxy)piperidine-1-carbonyl]-1H-pyrazol-1-yl}bicyclo[1.1.1]pentan-1-yl)-3,4-dihydro-2H-1-benzopyran-2-carboxamide